4,4-difluoro-3,3-dimethylpiperidine hydrochloride Cl.FC1(C(CNCC1)(C)C)F